4-bromo-5-(4-methylpiperazin-1-yl)-2-nitrobenzoic acid methyl ester COC(C1=C(C=C(C(=C1)N1CCN(CC1)C)Br)[N+](=O)[O-])=O